ethylene glycol monophenyl ether acetate C(C)(=O)OCCOC1=CC=CC=C1